ClC1=CC=C(S1)CNC1=CC(=NN1C(=O)C1CCCC1)C1CCNCC1 (5-(((5-chlorothiophen-2-yl)methyl)amino)-3-(piperidin-4-yl)-1H-pyrazol-1-yl)(cyclopentyl)methanone